OCC1(CN(C1)C(=O)C=1N=NC(=C(C1)C)N1CC=2C=C(C=NC2CC1)CC(F)(F)F)CO (3,3-bis(hydroxymethyl)azetidin-1-yl)(5-methyl-6-(3-(2,2,2-trifluoroethyl)-7,8-dihydro-1,6-naphthyridin-6(5H)-yl)pyridazin-3-yl)methanone